4-chlorobutan-1-ol ClCCCCO